tert-butyl (3R,4R)-3-amino-4-fluoropyrrolidine-1-carboxylate N[C@@H]1CN(C[C@H]1F)C(=O)OC(C)(C)C